5-(4-amino-3-methylsulfanyl-phenoxy)-1H-quinoxalin-2-one NC1=C(C=C(OC2=C3N=CC(NC3=CC=C2)=O)C=C1)SC